(R)-2-((1-(2-cyano-7-methyl-3-(3,3,4,4-tetrafluoropyrrolidin-1-yl)quinoxalin-5-yl)ethyl)amino)benzoic acid C(#N)C1=NC2=CC(=CC(=C2N=C1N1CC(C(C1)(F)F)(F)F)[C@@H](C)NC1=C(C(=O)O)C=CC=C1)C